COC1=CC=C(C=C1)N(C1=CC=C(C=C1)C=C(C#N)P(O)(O)=O)C1=CC=C(C=C1)OC (2-(4-(bis(4-methoxyphenyl)amino)phenyl)-1-cyanovinyl)phosphonic acid